2-[4-[(E)-3-(4-Fluorophenyl)prop-2-enoyl]phenoxy]-N-[(1S,4S,5R,8S,9R,10R,12R,13R)-1,5,9-trimethyl-11,14,15,16-tetraoxatetracyclo[10.3.1.04,13.08,13]hexadecan-10-yl]acetamide FC1=CC=C(C=C1)/C=C/C(=O)C1=CC=C(OCC(=O)N[C@H]2[C@@H]([C@@H]3CC[C@H]([C@@H]4CC[C@@]5(OO[C@]43[C@H](O2)O5)C)C)C)C=C1